4-(1,2-dimethylimidazol-4-yl)sulfonylmorpholin CN1C(=NC(=C1)S(=O)(=O)N1CCOCC1)C